7-(2-Methyl-[1,1'-biphenyl]-3-yl)-2,3,4,5-tetrahydro-1H-benzo[c]azepine CC1=C(C=CC=C1C1=CC2=C(CNCCC2)C=C1)C1=CC=CC=C1